CN1C(=NC(=C1)C(F)(F)F)C1=CC=C(C=C1)CN 1-[4-[1-methyl-4-(trifluoromethyl)imidazol-2-yl]phenyl]methanamine